C(CCCCC)NC(=O)C1CN(CCCN1C(CCCCCCC)=O)C(=O)C1=CC=C(C(=O)N2C[C@H]([C@@H](C2)C(=O)N[C@@H]2[C@H](C2)C2=CC=CC=C2)C(=O)N[C@@H]2[C@H](C2)C2=CC=CC=C2)C=C1 (3S,4S)-1-(4-(3-(hexylcarbamoyl)-4-octanoyl-1,4-diazepane-1-carbonyl)benzoyl)-N3,N4-bis((1S,2R)-2-phenylcyclopropyl)pyrrolidine-3,4-dicarboxamide